N-2-ethoxymethyl-N-methylacrylamide CCOCN(C(C=C)=O)C